N-(1-(4-(2-(2-Aminopyridin-3-yl)-5-phenyl-3H-imidazo[4,5-b]pyridin-3-yl)benzyl)piperidin-4-yl)-4-chloro-N-(methyl-d)-1,3,5-triazin-2-amine NC1=NC=CC=C1C1=NC=2C(=NC(=CC2)C2=CC=CC=C2)N1C1=CC=C(CN2CCC(CC2)N(C2=NC=NC(=N2)Cl)C[2H])C=C1